ethyl {[(E)-{2-chloro-5-[4-(1,1-difluoroethyl)-2,6-dioxo-3,6-dihydropyrimidin-1(2H)-yl]-4-fluorobenzylidene}amino]oxy}acetate ClC1=C(\C=N\OCC(=O)OCC)C=C(C(=C1)F)N1C(NC(=CC1=O)C(C)(F)F)=O